(Z)-2-chloro-N-phenyl-N'-((4-(trifluoromethyl)benzoyl)oxy)benzimidamide ClC1=C(/C(/NC2=CC=CC=C2)=N/OC(C2=CC=C(C=C2)C(F)(F)F)=O)C=CC=C1